CNC(=O)C1=CSC=2C1=NC(=CC2C(F)(F)F)N2CCC(CC2)C2=NN1C(CN(CC1)C(=O)O)=C2 1-(3-(methylcarbamoyl)-7-(trifluoromethyl)thieno[3,2-b]pyridin-5-yl)piperidin-4-yl-6,7-dihydropyrazolo[1,5-a]pyrazine-5(4H)-carboxylic acid